NC=1C(=CC=CC1C)C 2,6-Xylidin